FC=1C=C(C(=O)NC2=C(C=C(C(=C2)C=2C=NC(=NC2)N2CCOCC2)F)N2C[C@H](N([C@H](C2)C)C)C)C=C(C1)F |r| 3,5-difluoro-N-[4-fluoro-5-(2-morpholin-4-ylpyrimidin-5-yl)-2-[rac-(3R,5S)-3,4,5-trimethylpiperazin-1-yl]phenyl]benzamide